C(CCCCCCCCC)C=1C=CC2=C(N=C(O2)NC[C@H]2CN(CC2)C(=O)OC(C)(C)C)C1 Tert-butyl (S)-3-(((5-decylbenzo[d]oxazol-2-yl)amino)methyl)pyrrolidine-1-carboxylate